N'4,N'6-Bis(quinolin-6-ylmethylene)pyrimidine-4,6-dicarbohydrazide N1=CC=CC2=CC(=CC=C12)C=NNC(=O)C1=NC=NC(=C1)C(=O)NN=CC=1C=C2C=CC=NC2=CC1